SC1=CC=C(C=C1)N(C1=CC=C(C=N1)C1=C2C=C(C(=CC2=CC2=C1C(OC2)=O)OC)OC)C 9-(6-((4-mercaptophenyl)(methyl)amino)pyridin-3-yl)-6,7-dimethoxynaphtho[2,3-c]furan-1(3H)-one